NF aminofluorid